2-fluoro-4-(isopropylamino)-5-nitrobenzoic acid methyl ester COC(C1=C(C=C(C(=C1)[N+](=O)[O-])NC(C)C)F)=O